4-((6-methoxypyridin-3-yl)oxy)-3-methylaniline COC1=CC=C(C=N1)OC1=C(C=C(N)C=C1)C